O1C(=NC=C1)C1=CC=C(OC2=CC=C(CN3[C@@H]4CN([C@H](C3)C4)CC4=CC=C(C(=O)O)C=C4)C=C2)C=C1 4-(((1s,4s)-5-(4-(4-(oxazol-2-yl)phenoxy)benzyl)-2,5-diazabicyclo[2.2.1]heptane-2-yl)methyl)benzoic acid